N-[(1S)-1-[3-(5-bromo-2-pyridyl)-6-methyl-pyrazin-2-yl]ethyl]-6-chloro-5-(trifluoromethyl)-1,3-benzoxazol-2-amine BrC=1C=CC(=NC1)C=1C(=NC(=CN1)C)[C@H](C)NC=1OC2=C(N1)C=C(C(=C2)Cl)C(F)(F)F